4-(2-bromo-4,6-difluorophenyl)-N-(2-fluoro-6-nitrophenyl)-1,3-dimethyl-1H-pyrazol-5-amine BrC1=C(C(=CC(=C1)F)F)C=1C(=NN(C1NC1=C(C=CC=C1[N+](=O)[O-])F)C)C